O(C1=CC=CC=C1)C(=O)NC1=CC=C(C=C1)C1CCN(CC1)C(=O)OC(C)(C)C tert-butyl 4-(4-((phenoxycarbonyl)amino) phenyl)piperidine-1-carboxylate